trifluoroacetylbenzotriazole FC(C(=O)C1=CC=CC=2NN=NC21)(F)F